4-((R)-2-[5-(2-chloro-3-methoxy-phenyl)-3-(2-fluoro-6-trifluoromethyl-benzyl)-4-methyl-2,6-dioxo-3,6-dihydro-2H-pyrimidin-1-yl]-1-phenyl-ethylamino)-butyric acid sodium salt [Na+].ClC1=C(C=CC=C1OC)C1=C(N(C(N(C1=O)C[C@@H](C1=CC=CC=C1)NCCCC(=O)[O-])=O)CC1=C(C=CC=C1C(F)(F)F)F)C